C(C)C1=NN2C(N=C(C=C2C)O)=C1 2-ethyl-7-methylpyrazolo[1,5-a]pyrimidin-5-ol